[N+](=O)([O-])OCCNC(=O)C=1C=NC=CC1 N-[2-(Nitro-oxy)ethyl]-3-pyridinecarboxamide